C1(CC1)C1N(CCOC1)C=1NC(C=C(C1)C1=CC(=NC=C1)NC(OC)=O)=O methyl N-[4-[2-(3-cyclopropylmorpholin-4-yl)-6-oxo-1H-pyridin-4-yl]-2-pyridyl]carbamate